FC(C(=O)O)(F)F.ClC=1C=C(C=C(C1)Cl)N1CCC(CC1)SC=1N=NNC1CO (4-((1-(3,5-dichlorophenyl)piperidin-4-yl)thio)-1H-1,2,3-triazol-5-yl)methanol 2,2,2-trifluoroacetate